FC(C(=O)O)(C1=CC(=CC(=C1)C(F)(F)F)F)F α,α,3-trifluoro-5-(trifluoromethyl)-benzeneacetic acid